3-(4,4,5,5-tetramethyl-1,3,2-dioxaborolan-2-yl)-1,8-diphenyl-dibenzofuran CC1(OB(OC1(C)C)C=1C=C(C2=C(OC3=C2C=C(C=C3)C3=CC=CC=C3)C1)C1=CC=CC=C1)C